3-(1-oxo-6-((3-(trifluoromethyl)-1H-pyrazol-1-yl)sulfonyl)isoindolin-2-yl)piperidine-2,6-dione O=C1N(CC2=CC=C(C=C12)S(=O)(=O)N1N=C(C=C1)C(F)(F)F)C1C(NC(CC1)=O)=O